C1(CC1)CCOC1=CC2=C(C=3N(C(O2)C2=CN=CS2)C=C(C(C3)=O)C(=O)O)C=3CCOC31 4-(2-Cyclopropylethoxy)-11-oxo-7-(thiazol-5-yl)-1,2,7,11-tetrahydrobenzofuro[4,5-e]pyrido[1,2-c][1,3]oxazine-10-carboxylic acid